piperazine-1,3-dicarboxylic acid 1-tert-butyl ester 3-methyl ester COC(=O)C1CN(CCN1)C(=O)OC(C)(C)C